COC=1C(=CC2=CN(N=C2C1)C1CCC(CC1)NC)C(=O)NC=1C=NN2C1N=CC=C2 6-methoxy-2-((1r,4r)-4-(methylamino)cyclohexyl)-N-(pyrazolo[1,5-a]pyrimidin-3-yl)-2H-indazole-5-carboxamide